NC=1C(=CC2=C(OCC(N2CC2=CC=C(C=C2)F)=O)C1)C 7-amino-4-(4-fluorobenzyl)-6-methyl-2H-benzo[b][1,4]oxazin-3(4H)-one